ClC=1C=C2C(=C(N(C2=CC1)C(=O)N)O)C(C1=CC(=CC=C1)CC=1SC=CC1)=O 5-chloro-2-hydroxy-3-(3-(thiophen-2-ylmethyl)benzoyl)-1H-indole-1-carboxamide